4-(6-isopropoxypyrid-3-yl)-3-(2-trityl-2H-tetrazol-5-yl)phenylamine C(C)(C)OC1=CC=C(C=N1)C1=C(C=C(C=C1)N)C=1N=NN(N1)C(C1=CC=CC=C1)(C1=CC=CC=C1)C1=CC=CC=C1